ClC=1C=CC(=C2C3(NC(NC12)=O)CCCCC3)O[C@@H]3C[C@H](C3)C(=O)O trans-3-[(8'-Chloro-2'-oxo-2',3'-dihydro-1'H-spiro[cyclohexane-1,4'-quinazolin]-5'-yl)oxy]cyclobutanecarboxylic acid